(E)-3-(6-amino-pyridin-3-yl)-N-((6-chloro-4-(4-(4,4-difluoro-piperidine-1-carbonyl)phenyl)benzofuran-2-yl)methyl)acrylamide NC1=CC=C(C=N1)/C=C/C(=O)NCC=1OC2=C(C1)C(=CC(=C2)Cl)C2=CC=C(C=C2)C(=O)N2CCC(CC2)(F)F